C(C)(C)N1CC(N(C2(CN(C2)C2=CC(=NC=C2)C)C1=O)CC1=CC=C(C=C1)C(F)(F)F)=O 8-isopropyl-2-(2-methylpyridin-4-yl)-5-(4-(trifluoromethyl)benzyl)-2,5,8-triazaspiro[3.5]-nonane-6,9-dione